C1(CC1)N1C(C=2C=NC(=CC2C1)OC\C(\CNC(OC(C)(C)C)=O)=C\F)=O (E)-tert-butyl (2-(((2-cyclopropyl-3-oxo-2,3-dihydro-1H-pyrrolo[3,4-c]pyridin-6-yl)oxy)methyl)-3-fluoroallyl)carbamate